6-iodo-1H-indole-3-carboxylic acid tert-butyl ester C(C)(C)(C)OC(=O)C1=CNC2=CC(=CC=C12)I